BrC1=C(C=C(C=C1)N1CCC(CC1)CO)Cl (1-(4-Bromo-3-chlorophenyl)piperidin-4-yl)methanol